1-(benzenesulfonyl)-2-phenyl-4-(4,4,5,5-tetramethyl-1,3,2-dioxaborolan-2-yl)pyrrolo[2,3-b]pyridine C1(=CC=CC=C1)S(=O)(=O)N1C(=CC=2C1=NC=CC2B2OC(C(O2)(C)C)(C)C)C2=CC=CC=C2